NC=1SC2=C(C1C#N)C(=C(C=C2)F)C=2C1=C(C=3C(=NC(=NC3C2F)OC[C@@H]2OCCC2)N2C3CNCC2CC3)COC1 2-Amino-4-[1-(3,8-diazabicyclo[3.2.1]octan-8-yl)-5-fluoro-3-[[(2R)-tetrahydrofuran-2-yl]methoxy]-7,9-dihydrofuro[3,4-f]quinazolin-6-yl]-5-fluoro-benzothiophene-3-carbonitrile